C(CCCCCC)=C1C(CCC1)=O 2-Heptylidenecyclopentan-1-one